OC1CN(C1)C1=NC=CC(=N1)CN1C(C=C(C=C1)C1=NN(C2=CC=CC=C12)C1=CC=C(C=C1)C(F)(F)F)=O 1-((2-(3-hydroxyazetidin-1-yl)pyrimidin-4-yl)methyl)-4-(1-(4-(trifluoromethyl)phenyl)-1H-indazol-3-yl)pyridin-2(1H)-one